6-{[(3S)-3-methylpiperidin-1-yl]methyl}-2-{6-[3-methyl-1-(4-methyl-1,2,4-triazol-3-yl)cyclobutyl]-1H-indol-4-yl}-4-(trifluoromethyl)-2,3-dihydro-1H-isoindol-1-one C[C@@H]1CN(CCC1)CC1=CC(=C2CN(C(C2=C1)=O)C1=C2C=CNC2=CC(=C1)C1(CC(C1)C)C1=NN=CN1C)C(F)(F)F